C(C)O[C@@H]1CC[C@@H]2N(C([C@H](C1)NC([C@H](C)NC)=O)=O)[C@@H](CC2)C(=O)N[C@@H]2CCCC1=CC=CC=C21 (3S,6S,8R,10aR)-8-ethoxy-6-((S)-2-(methylamino)propanamido)-5-oxo-N-((R)-1,2,3,4-tetrahydronaphthalen-1-yl)decahydropyrrolo[1,2-a]azocine-3-carboxamide